3,5-dimethoxy-benzaldehyde COC=1C=C(C=O)C=C(C1)OC